C(CCC\C=C/CC)OC(CCC(=O)OCCC(CCOC(CCCCCCC\C=C/C\C=C/CCCCC)=O)OC(CCCN1CCCC1)=O)OCCCC\C=C/CC.C(CCC)OC(OCCCC)[SiH2]C1=CC=C(C=C1)C=C di-butoxymethyl-(4-vinylphenyl)silane 5-((4,4-bis(((Z)-oct-5-en-1-yl)oxy)butanoyl)oxy)-3-((4-(pyrrolidin-1-yl)butanoyl)oxy)pentyl-(9Z,12Z)-octadeca-9,12-dienoate